6-chloro-5-nitronicotinamide ClC1=NC=C(C(=O)N)C=C1[N+](=O)[O-]